3-[(3R)-3-[1-[4-[[(1R)-1-(2,4-dichlorophenyl)ethyl]amino]-5-methyl-pyrrolo[3,2-d]pyrimidin-2-yl]azetidin-3-yl]-1-piperidyl]-1-methyl-cyclobutanecarboxylic acid ClC1=C(C=CC(=C1)Cl)[C@@H](C)NC=1C2=C(N=C(N1)N1CC(C1)[C@@H]1CN(CCC1)C1CC(C1)(C(=O)O)C)C=CN2C